OC1=C(C=CC=C1)NC(=O)C=1N=C(N(C(C1OC)=O)C)NC N-(2-hydroxyphenyl)-5-methoxy-1-methyl-2-(methylamino)-6-oxo-1,6-dihydropyrimidine-4-carboxamide